C1(CC1)C=1N=NN(C1)[C@@H](C(=O)N1[C@H](C[C@@H](C1)O)C(=O)NCC1(CC(=NO1)C)C)C(C)(C)C (2R,4S)-1-[(2R)-2-(4-cyclopropyltriazol-1-yl)-3,3-dimethyl-butanoyl]-N-[(3,5-dimethyl-4H-isoxazol-5-yl)methyl]-4-hydroxy-pyrrolidine-2-carboxamide